(R)-(-)-1-[(Sp)-2-(diphenylphosphino)ferrocenyl]ethyl-di-tert-butylphosphine C1(=CC=CC=C1)P(C=1[C-](C=CC1)[C@@H](C)P(C(C)(C)C)C(C)(C)C)C1=CC=CC=C1.[CH-]1C=CC=C1.[Fe+2]